ClC=1C(=C(C(=O)O)C=CC1)OC1=C2C3(NC(NC2=C(C=C1)F)=O)CCCCC3 3-chloro-2-{(8'-fluoro-2'-oxo-2',3'-dihydro-1'H-spiro[cyclohexane-1,4'-quinazolin]-5'-yl)oxy}benzoic acid